NC(CC(C)S)S 1-Aminobutane-1,3-dithiol